Diethyl (4-hydroxyphenylsulfonyl)methylphosphonate OC1=CC=C(C=C1)S(=O)(=O)CP(OCC)(OCC)=O